ClC1=CC=C(C(=N1)S(=O)(=O)N)N[C@H](C)C=1C=C(C=C2C(C(=C(OC12)C1=CC(NC=C1)=O)C)=O)C 6-Chloro-3-[[(1R)-1-[3,6-dimethyl-4-oxo-2-(2-oxo-1H-pyridin-4-yl)chromen-8-yl]ethyl]amino]pyridine-2-sulfonamide